[Si](C)(C)(C(C)(C)C)OCCCCCCC(=O)O 7-[tert-butyl(dimethyl)silyl]oxyheptanoic acid